2-hydroxy-4-(5-(4-(pyridin-3-yl)piperazin-1-yl)-1H-benzo[d]imidazol-2-yl)benzoic acid OC1=C(C(=O)O)C=CC(=C1)C1=NC2=C(N1)C=CC(=C2)N2CCN(CC2)C=2C=NC=CC2